benzyl 4-(pyrrolidin-3-yloxy)piperidine-1-carboxylate 2,2,2-trifluoroacetate FC(C(=O)O)(F)F.N1CC(CC1)OC1CCN(CC1)C(=O)OCC1=CC=CC=C1